2-(1-(4-amino-3-(3-fluoro-4-isopropoxyphenyl)-1H-pyrazolo[3,4-d]pyrimidin-1-yl)ethyl)-3-cyclopentyl-5-fluoroquinazolin-4(3H)-one NC1=C2C(=NC=N1)N(N=C2C2=CC(=C(C=C2)OC(C)C)F)C(C)C2=NC1=CC=CC(=C1C(N2C2CCCC2)=O)F